dimethylnaphthyl-tetradecyl-ammonium chloride [Cl-].C[N+](CCCCCCCCCCCCCC)(C1=CC=CC2=CC=CC=C12)C